rac-6-(1-Isopropyl-1H-pyrazol-3-yl)-4-(3-(methoxymethyl)pyrrolidin-1-yl)-5-methyl-2-(1-methyl-1H-imidazol-2-yl)thieno[2,3-d]pyrimidine C(C)(C)N1N=C(C=C1)C1=C(C2=C(N=C(N=C2N2C[C@@H](CC2)COC)C=2N(C=CN2)C)S1)C |r|